S1C(=NC2=C1C=CC=C2)C2=CC=C(C=C2)\N=C\C2=C(C(=C(C(=C2)Br)O)Br)O (E)-4-(((4-(Benzo[d]thiazol-2-yl)phenyl)imino)methyl)-2,6-dibromobenzene-1,3-diol